C(=C)B1OC(C(O1)(C)C)(C)C Vinyl-4,4,5,5-tetramethyl-1,3,2-dioxaborolane